(2S,5R)-phenoxyaminopiperidine O(C1=CC=CC=C1)NN1CCCCC1